C(C)C1=CC=C(C=C1)N(S(=O)(=O)C=1C=C2CCC(OC2=CC1)C1CCOCC1)CC(C)C N-(4-ethylphenyl)-N-isobutyl-2-(tetrahydro-2H-pyran-4-yl)chroman-6-sulfonamide